ClC1C2(C=CC(C(C1=O)Cl)(O2)C)C 2,4-dichloro-1,5-dimethyl-8-oxabicyclo[3.2.1]oct-6-en-3-one